O-sulfo-L-threonine S(=O)(=O)(O)O[C@@H]([C@H](N)C(=O)O)C